[Sm].[Ti] titanium-samarium